COC=1C(=C2C=CNC2=C(C1)C)CN1[C@@H](C[C@]2(CCOC2)CC1)C1=CC=C(C(=O)O)C=C1 4-((5s,7s)-8-((5-methoxy-7-methyl-1H-indol-4-yl)methyl)-2-oxa-8-azaspiro[4.5]decan-7-yl)benzoic acid